5-(4-(6-chlorobenzofuran-2-yl)thiazol-2-yl)-2-oxa-5-azabicyclo[2.2.1]heptane ClC1=CC2=C(C=C(O2)C=2N=C(SC2)N2C3COC(C2)C3)C=C1